C(C)(C)(C)OC(=O)N1[C@H]2CC(C[C@@H]1CC2)C2=C(C=NC=C2)OC (1R,5S)-3-(3-methoxypyridin-4-yl)-8-azabicyclo[3.2.1]octane-8-carboxylic acid tert-butyl ester